4-((2,6-difluoro-4-(3-fluoro-2-methylpyridin-4-yl)benzyl)oxy)phenyl sulfurofluoridate S(OC1=CC=C(C=C1)OCC1=C(C=C(C=C1F)C1=C(C(=NC=C1)C)F)F)(=O)(=O)F